3-bromo-6-chloro-2-fluorobenzaldehyde BrC=1C(=C(C=O)C(=CC1)Cl)F